O=C1NC(CCC1N1C(C2=CC=C(C=C2C1=O)N1CC2N(C(C1)C2)CC2CCN(CC2)C2=CC=C(N=N2)C2=CC=C1CNC(C1=C2)=O)=O)=O 6-(6-(4-((3-(2-(2,6-dioxopiperidin-3-yl)-1,3-dioxoisoindoline-5-yl)-3,6-diazabicyclo[3.1.1]heptane-6-yl)methyl)piperidin-1-yl)pyridazin-3-yl)-1-oxoisoindoline